FC1=C(C(=CC=C1)F)[C@H]1N(OCC1)C1=CC(=NC=N1)NC=1C(=CC(=C(C1)NC(C=C)=O)N1C[C@@H](CC1)N(C)C)OC N-(5-((6-((S)-3-(2,6-difluorophenyl)isoxazolidine-2-yl)pyrimidine-4-yl)amino)-2-((R)-3-(dimethylamino)pyrrolidine-1-yl)-4-methoxyphenyl)acrylamide